Trisilylmethan [SiH3]C([SiH3])[SiH3]